2-chloro-4-((3-(1-((1-(cyanomethyl)-1H-pyrazol-3-yl)methyl)-3-(trifluoromethyl)-1H-pyrazol-4-yl)imidazo[1,2-a]pyrazin-8-yl)amino)-N-methylbenzamide ClC1=C(C(=O)NC)C=CC(=C1)NC=1C=2N(C=CN1)C(=CN2)C=2C(=NN(C2)CC2=NN(C=C2)CC#N)C(F)(F)F